ethyl 1-(6-(6-(trifluoromethyl)pyridin-3-yl)quinolin-2-yl)piperidine-4-carboxylate FC(C1=CC=C(C=N1)C=1C=C2C=CC(=NC2=CC1)N1CCC(CC1)C(=O)OCC)(F)F